ClC1=CC=CC=2C(N([C@H]3C=4N([C@@H](C21)C3)C3=C(N4)C=CC(=C3)C=3C=NC(=NC3)C(CO)(C)C)C([2H])([2H])[2H])=O (7R,14R)-1-chloro-11-(2-(1-hydroxy-2-methylpropan-2-yl)pyrimidin-5-yl)-6-(methyl-d3)-6,7-dihydro-7,14-methanobenzo[f]benzo[4,5]imidazo[1,2-a][1,4]diazocin-5(14H)-one